BrC1=CC=C2CCCC3(CC=4N=C(N=C(C4CO3)N3CC=4N(CCC3)N=NC4)S(=O)(=O)C)C2=C1 7-bromo-4'-(7,8-dihydro-4H-[1,2,3]triazolo[1,5-a][1,4]diazepin-5(6H)-yl)-2'-(methylsulfonyl)-3,4,5',8'-tetrahydro-2H-spiro[naphthalene-1,7'-pyrano[4,3-d]pyrimidine]